3-methyl-4-oxo-2,4,5,6,7,8-hexahydrocyclohepta[c]pyrrole-1-carboxamide CC1=C2C(=C(N1)C(=O)N)CCCCC2=O